6-(1-(tetrahydro-2H-pyran-2-yl)-1H-pyrazol-4-yl)pyridin-3-amine O1C(CCCC1)N1N=CC(=C1)C1=CC=C(C=N1)N